(E)-9-Dodecenal C(CCCCCCC\C=C\CC)=O